[1,3,5]Triazine-4(3H)-one N1=CNC(N=C1)=O